C(C1=CC=CC=C1)OC(CO)CO 2-Benzyloxy-1,3-propandiol